1,5-Di-O-acetyl-1-deuterio-2,3,4,6-tetra-O-methyl-D-mannitol C(C)(=O)OC([C@@H](OC)[C@@H](OC)[C@H](OC)[C@H](OC(C)=O)COC)[2H]